1-(2-methyl-3-(trifluoromethyl)phenyl)ethan-1-ol CC1=C(C=CC=C1C(F)(F)F)C(C)O